C1[C@@H](N=C(C(=O)N1)C2=CNC3=C2C=CC(=C3)Br)C4=CNC5=C4C=CC(=C5)Br The molecule is an optically active form of hamacanthin A having S-configuration. It is an antifungal drug isolated from deep water marine sponge Hamacantha sp.